N1=C2C(=CC=C1)C=COC2=O 8H-pyrano[3,4-b]pyridine-8-one